pyrimidopyrrole N1=CN=CC2=C1C=CN2